BrC1C(C2CN(C(C1N2OC2CC2)C2=NC(=NC1=CC=CC=C21)OC[C@H]2N(CCC2)C)C(=O)[O-])Cl 7-bromo-6-chloro-8-cyclopropoxy-2-((((S)-1-methylpyrrolidin-2-yl)methoxy)quinazolin-4-yl)-3,8-diazabicyclo[3.2.1]octane-3-carboxylate